5-((5-(4-(difluoromethoxy)phenyl)oxazol-2-yl)amino)-N'-hydroxypicolinimidamide FC(OC1=CC=C(C=C1)C1=CN=C(O1)NC=1C=CC(=NC1)C(N)=NO)F